1-[3-chloro-5-(2-hydroxyethylamino)phenyl]-3-[3-chloro-2-(2-hydroxyethyl)phenyl]urea ClC=1C=C(C=C(C1)NCCO)NC(=O)NC1=C(C(=CC=C1)Cl)CCO